C1(=CC=CC=C1)S(=O)(=O)N1C=CC=2C1=NC=CC2C2=CC=C(NC([C@H](C)NC(OC(C)(C)C)=O)=O)C=C2 tert-butyl N-[(1S)-2-[4-[1-(benzenesulfonyl)pyrrolo[2,3-b]pyridin-4-yl]anilino]-1-methyl-2-oxo-ethyl]carbamate